N1C(=NC2=C1C=CC=C2)CNC2=NC(=NC=1N2N=CC1Br)N1CCCC1 N-[(1H-benzimidazol-2-yl)methyl]-8-bromo-2-(pyrrolidin-1-yl)pyrazolo[1,5-a][1,3,5]triazin-4-amine